C1(CCCCCCC1)NC(N(C)C)=O 3-Cyclooctyl-1,1-dimethylurea